(2R,4S,5R,6R)-6-[(1R,2R)-3-amino-1,2-dihydroxypropyl]-4-hydroxy-5-[(hydroxymethyl)carbonylamino]-2-[6-(2-propynyloxy)hexyloxy]tetrahydro-2H-pyran-2-carboxylic acid NC[C@H]([C@@H](O)[C@H]1[C@@H]([C@H](C[C@@](O1)(C(=O)O)OCCCCCCOCC#C)O)NC(=O)CO)O